C(C1=CC=CC=C1)(=O)OC1C(N2C(C=3N(N(C(C1)C)C2)C=CC(C3)=O)=O)C 2,5-dimethyl-7,9-dioxo-2,3,4,5,7,9-hexahydro-1,6-methanopyrido[1,2-b][1,2,5]triazonin-4-yl benzoate